CN1C(C2=CC=C(C=C2CC1)B1OC(C(O1)(C)C)(C)C)=O 2-methyl-6-(4,4,5,5-tetramethyl-1,3,2-dioxaborolan-2-yl)-3,4-dihydro-2H-isoquinolin-1-one